(S)-N-((R)-1-cyano-2-(2-(3-methyl-2-oxo-2,3-dihydrobenzo[d]oxazol-5-yl)pyrimidin-5-yl)ethyl)-1,4-oxazepane-2-carboxamide C(#N)[C@@H](CC=1C=NC(=NC1)C=1C=CC2=C(N(C(O2)=O)C)C1)NC(=O)[C@H]1OCCCNC1